3-bromomethylfurfural BrCC1=C(C=O)OC=C1